water aluminium [Al].O